N1(C=NC=C1)C=1N=C(C2=C(N1)COC2)C(=O)N[C@@H]2CC[C@H](CC2)OC 2-(imidazol-1-yl)-N-[(trans)-4-methoxycyclohexyl]-5H,7H-furo[3,4-d]pyrimidine-4-carboxamide